2-Methyl-3-(3,4-methylendioxyphenyl)propanal CC(C=O)CC1=CC2=C(C=C1)OCO2